BrC=1C=C2C(=NN(C2=CC1Cl)C1OCCCC1)CCC(=O)OCC Ethyl 3-(5-bromo-6-chloro-1-(tetrahydro-2H-pyran-2-yl)-1H-indazol-3-yl)propanoate